ethyl 2-(phthalimidomethyl)-3-ketobutyrate C1(C=2C(C(N1CC(C(=O)OCC)C(C)=O)=O)=CC=CC2)=O